C(#N)C[C@H](CC(=O)NC=1SC(=C(N1)C)C(=O)OC(C)(C)C)NC(=O)C1=CC(=CC=C1)C=1C=NN(C1)C tert-Butyl 2-[(3R)-4-cyano-3-{[3-(1-methyl-1H-pyrazol-4-yl)phenyl]formamido}butanamido]-4-methyl-1,3-thiazole-5-carboxylate